COC=1C=C(C=CC1OC)C=1N=NN(C1)[C@H](C(=O)N1[C@@H](C[C@H](C1)O)C(=O)NC)C(C)(C)C (2S,4R)-1-[(2S)-2-[4-(3,4-dimethoxyphenyl)triazol-1-yl]-3,3-dimethyl-butanoyl]-4-hydroxy-N-methyl-pyrrolidine-2-carboxamide